CN(C([C@@H](NC([C@H](CC(C)C)CC(=O)O)=O)CC1=CNC2=CC=CC=C12)=O)CC1=CC=CC=C1 N-[(2R)-2-(carboxymethyl)-4-methylpentanoyl]-L-tryptophan-(S)-methyl-benzylamide